C=C1C(C(CC1)=C)=O 2,5-dimethylenecyclopentanone